5-chloro-1'-[2-(4-difluoromethanesulfonylphenoxy)eth-yl]-1,2-dihydrospiro[indole-3,4'-piperidin]-2-one ClC=1C=C2C(=CC1)NC(C21CCN(CC1)CCOC1=CC=C(C=C1)S(=O)(=O)C(F)F)=O